FC=1C=C(CN2N=NC(=C2)C2CCN(CC2)CCC2=CC(=NC=C2)OC)C=CC1F 4-(2-{4-[1-(3,4-Difluoro-benzyl)-1H-[1,2,3]triazol-4-yl]-piperidin-1-yl}-ethyl)-2-methoxy-pyridine